(Z)-1-(3-(2-(1-methoxyethyl)-5-methylphenyl)-4-oxothiazolidin-2-ylidene)-3-(4-(1-(5-(trifluoromethoxy)pyridin-2-yl)-1H-1,2,4-triazol-3-yl)-2-(trifluoromethyl)phenyl)urea COC(C)C1=C(C=C(C=C1)C)N1/C(/SCC1=O)=N/C(=O)NC1=C(C=C(C=C1)C1=NN(C=N1)C1=NC=C(C=C1)OC(F)(F)F)C(F)(F)F